C(C1=CC=CC=C1)N1N=NC(=C1)C1CC1 1-benzyl-4-cyclopropyl-1H-1,2,3-triazole